OC(CCC(=O)OC)CCCCCCCCCCCCCC methyl 4-hydroxystearate